2-{[(3R,6R)-1-{[6-methoxy-2-(2H-1,2,3-triazol-2-yl)pyridin-3-yl]carbonyl}-6-methylpiperidin-3-yl]oxy}-3-methylpyridine-4-carbonitrile COC1=CC=C(C(=N1)N1N=CC=N1)C(=O)N1C[C@@H](CC[C@H]1C)OC1=NC=CC(=C1C)C#N